(R)-N-(6-(2-chloro-5-fluorophenyl)-3-(2,2-difluoroethyl)-8-oxo-3,6,7,8-tetrahydropyrrolo[3,4-e]indazol-5-yl)-3-fluoro-5-(trifluoromethyl)benzamide ClC1=C(C=C(C=C1)F)[C@@H]1NC(C=2C=3C=NN(C3C=C(C21)NC(C2=CC(=CC(=C2)C(F)(F)F)F)=O)CC(F)F)=O